ketopropionic acid O=C(C(=O)O)C